The molecule is a 1,2-diacyl-sn-glycero-3-phospho-(1'-sn-glycerol)(1-) in which both acyl groups are specified as hexadecanoyl (palmitoyl); major species at pH 7.3. It is a phosphatidylglycerol 32:0(1-) and a 1-acyl-2-palmitoyl-sn-glycero-3-phospho-(1'-sn-glycerol)(1-). It is a conjugate base of a 1,2-palmitoyl-sn-glycero-3-phospho-(1'-sn-glycerol). CCCCCCCCCCCCCCCC(=O)OC[C@H](COP(=O)([O-])OC[C@H](CO)O)OC(=O)CCCCCCCCCCCCCCC